BrC1=NN2C(NC(C=C2N2C[C@H](N(C[C@@H]2CC)C(=O)OC(C)(C)C)CC)=O)=C1 tert-butyl (2R,5S)-4-(2-bromo-5-oxo-4,5-dihydropyrazolo[1,5-a]pyrimidin-7-yl)-2,5-diethylpiperazine-1-carboxylate